1-(tert-butyl) 2-methyl (S)-3-allyl-2,5-dihydro-1H-pyrrole-1,2-dicarboxylate C(C=C)C=1[C@H](N(CC1)C(=O)OC(C)(C)C)C(=O)OC